5-chloro-2-methyl-N-((1r,4r)-4-((3-(4-(1-methyl-1H-pyrazol-3-yl)phenyl)-2-oxo-2,3-dihydro-1H-benzo[d]imidazol-1-yl)methyl)cyclohexyl)nicotinamide ClC=1C=NC(=C(C(=O)NC2CCC(CC2)CN2C(N(C3=C2C=CC=C3)C3=CC=C(C=C3)C3=NN(C=C3)C)=O)C1)C